COC(=O)C1CC(C1)(C)O[Si](C)(C)C(C)(C)C trans-3-((tert-butyldimethylsilyl)oxy)-3-methylcyclobutane-1-carboxylic acid methyl ester